1,3,5-tris(3,5-ditert-butyl-4-hydroxybenzyl)-1,3,5-triazine-2,4,6(1H,3H,5H)-tri-one C(C)(C)(C)C=1C=C(CN2C(N(C(N(C2=O)CC2=CC(=C(C(=C2)C(C)(C)C)O)C(C)(C)C)=O)CC2=CC(=C(C(=C2)C(C)(C)C)O)C(C)(C)C)=O)C=C(C1O)C(C)(C)C